(S)-(3-(3-bromo-5-fluorophenyl)-3-hydroxypropoxy)carbamic acid tert-butyl ester C(C)(C)(C)OC(NOCC[C@H](O)C1=CC(=CC(=C1)F)Br)=O